6-((3-(2-(methoxyimino)propionyl)-3-azabicyclo[3.1.1]hept-6-yl)amino)pyrimidine-4-carboxylic acid methyl ester COC(=O)C1=NC=NC(=C1)NC1C2CN(CC1C2)C(C(C)=NOC)=O